1,2-dicaprylyl-sn-glycero-3-phosphate C(CCCCCCC)(=O)OC[C@@H](OC(CCCCCCC)=O)COP(=O)(O)O